3-chloro-4,5-dibenzoyl-6-chloropyridazine ClC=1N=NC(=C(C1C(C1=CC=CC=C1)=O)C(C1=CC=CC=C1)=O)Cl